ClC1=C(C(=CC(=C1)Cl)Cl)C1CC(=NO1)C=1N=C(SC1)C1CCN(CC1)C(COC=1N=NC(=CC1)C(F)(F)F)=O 1-(4-(4-(5-(2,4,6-trichlorophenyl)-4,5-dihydroisoxazol-3-yl)thiazol-2-yl)piperidin-1-yl)-2-((6-(trifluoromethyl)pyridazin-3-yl)oxy)ethan-1-one